8-methyl-2-[(2-methylphenyl)methyl]-4,5-dihydro-2H-furo[2,3-g]indazole-7-carboxylic acid CC1=C(OC=2CCC3=CN(N=C3C21)CC2=C(C=CC=C2)C)C(=O)O